ClC=1C=C2CCC(NC2=CC1)C1=CC=C(C(=O)N)C=C1 4-(6-Chloro-1,2,3,4-tetrahydroquinolin-2-yl)benzamide